racemic-tert-butyl (5-((2S,4S)-4-hydroxytetrahydrofuran-2-yl)thiazol-2-yl)carbamate O[C@H]1C[C@H](OC1)C1=CN=C(S1)NC(OC(C)(C)C)=O |r|